(Z)-3-hex-en CC\C=C/CC